C(#N)C=1C=C(C=NC1N1N=CC=N1)NC(=O)C1=C(C(=NS1)C1=CC=CC=C1)C(F)(F)F N-(5-CYANO-6-(2H-1,2,3-TRIAZOL-2-YL)PYRIDIN-3-YL)-3-PHENYL-4-(TRIFLUOROMETHYL)ISOTHIAZOLE-5-CARBOXAMIDE